FC1([C@H](C1)C(=O)NC1=NC=C2C=C(C=NC2=C1)C=1C=NC(=CC1C)[C@](CC)([2H])O)F (R)-2,2-difluoro-N-(3-(6-((R)-1-hydroxypropyl-1-d)-4-methylpyridin-3-yl)-1,6-naphthyridin-7-yl)cyclopropane-1-carboxamide